C(C)(=O)N1CCC(CC1)C1=NN(C2=CC=CC(=C12)C=1C=NC2=CC=CC=C2C1)CC(=O)NCC(=O)NCC(=O)O (2-(3-(1-acetylpiperidin-4-yl)-4-(quinolin-3-yl)-1H-indazol-1-yl)acetyl)glycylglycine